4-(2-acryloyl-2,7-diazaspiro[3.5]nonan-7-yl)-6-(2-fluoro-6-hydroxyphenyl)pyrimidine-5-carbonitrile C(C=C)(=O)N1CC2(C1)CCN(CC2)C2=NC=NC(=C2C#N)C2=C(C=CC=C2O)F